diethyl 2-(4-amino-2,6-difluorophenyl)malonate NC1=CC(=C(C(=C1)F)C(C(=O)OCC)C(=O)OCC)F